C(#N)[C@H]1N(CSC1)C(CNC(=O)C1=C(C=NC2=CC=C(C=C12)N1CCOCC1)F)=O (R)-N-(2-(4-Cyanothiazolidin-3-yl)-2-oxoethyl)-3-fluoro-6-morpholino-quinoline-4-carboxamide